C(C)(C)(C)C=1C(=NC2=CN=CC=C2C1NC)C1=CC=NC=C1 (tert-butyl)-N-methyl-2-(pyridin-4-yl)-1,7-naphthyridin-4-amine